FC(C=1C=CC(=NC1)C1=CN=CO1)(F)F 5-(5-(trifluoromethyl)pyridin-2-yl)oxazol